6-(2-fluorophenoxy)nicotinonitrile FC1=C(OC2=NC=C(C#N)C=C2)C=CC=C1